(2-ethynyl-thiazol-4-yl)(4-(4-(2-methyl-2H-indazol-4-yl)phenyl)piperazin-1-yl)methanone C(#C)C=1SC=C(N1)C(=O)N1CCN(CC1)C1=CC=C(C=C1)C=1C2=CN(N=C2C=CC1)C